IC=1C(=NC2=CC=CC=C2C1C1=CC=CC=C1)C(C(C(C(F)(F)F)(F)F)(F)F)(F)F 3-iodo-2-nonafluorobutyl-4-phenylquinoline